(2S,4R)-1-(((9H-fluoren-9-yl)methoxy)carbonyl)-4-(3,4-difluorobenzyl)pyrrolidine-2-carboxylic acid C1=CC=CC=2C3=CC=CC=C3C(C12)COC(=O)N1[C@@H](C[C@H](C1)CC1=CC(=C(C=C1)F)F)C(=O)O